C(C)(C)(C)OC(=O)N1C=C(C=2C1=NC=C(C2)CC(=O)N)Cl 5-(2-amino-2-oxoethyl)-3-chloro-1H-pyrrolo[2,3-b]Pyridine-1-carboxylic acid tert-butyl ester